4-Methoxy-2'-hydroxy-4',6'-bis[(2-methoxyethoxy)methoxy]chalcone COC1=CC=C(C=C1)\C=C\C(=O)C1=C(C=C(C=C1OCOCCOC)OCOCCOC)O